tert-butyl 4-[7-[1-(2,6-dioxo-3-piperidyl)-3-methyl-2-oxo-benzimidazol-4-yl]heptoxy]piperidine-1-carboxylate O=C1NC(CCC1N1C(N(C2=C1C=CC=C2CCCCCCCOC2CCN(CC2)C(=O)OC(C)(C)C)C)=O)=O